FC=1C(=C(C=CC1)C=1C(N(C(N(C1)CC(N1CCC(CC1)N1C(NC2=C(CC1)C=CC=C2)=O)=O)=O)C)=O)C 5-(3-fluoro-2-methyl-phenyl)-3-methyl-1-{2-oxo-2-[4-(2-oxo-1,2,4,5-tetrahydro-benzo[d][1,3]diazepin-3-yl)-piperidin-1-yl]-ethyl}-1H-pyrimidin-2,4-dion